(8-phenyl-6-azaspiro[3.4]octan-6-yl)methanone C1(=CC=CC=C1)C1CN(CC12CCC2)C=O